3-[4-(4-aminopiperidin-1-yl)-3-{3-[(ethoxyimino)methyl]-5-fluorophenyl}quinolin-6-yl]-2-hydroxybenzonitrile NC1CCN(CC1)C1=C(C=NC2=CC=C(C=C12)C=1C(=C(C#N)C=CC1)O)C1=CC(=CC(=C1)F)C=NOCC